(-)-1-((2S,5R)-5-((7H-pyrrolo[2,3-d]pyrimidin-4-yl)amino)-2-methylpiperidin-1-yl)propan-2-en-1-one N1=CN=C(C2=C1NC=C2)N[C@@H]2CC[C@@H](N(C2)C(C=C)=O)C